hydroxy-4-((3-(2-acetamidoethyl)-1H-indol-1-yl)methyl)-benzamide OC1=C(C(=O)N)C=CC(=C1)CN1C=C(C2=CC=CC=C12)CCNC(C)=O